CN1N=CC(=C1C=1C=CC(=NC1)N)C 5-(1,4-dimethyl-1H-pyrazol-5-yl)pyridin-2-amine